Cl.CN[C@H](C)C1=NC=C(C=C1)C(F)(F)F (R)-N-methyl-1-(5-(trifluoromethyl)pyridin-2-yl)ethan-1-amine hydrogen chloride